CN(CC(C)OC1=CC=C(C(=N1)C(F)(F)F)N1C=NC(=C1)C1=NC(=NC=C1C(F)(F)F)NC1CCN(CC1)S(=O)(=O)C)C 4-(1-(6-((1-(Dimethylamino)propan-2-yl)oxy)-2-(trifluoromethyl)pyridin-3-yl)-1H-imidazol-4-yl)-N-(1-(methylsulfonyl)piperidin-4-yl)-5-(trifluoromethyl)pyrimidin-2-amine